methyl 7-bromo-3,4-dihydro-2H-thieno[3,4-b][1,4]oxazine-5-carboxylate BrC=1SC(=C2C1OCCN2)C(=O)OC